2'-O-propynyl-5-methyl-uridine-3'-phosphate P(=O)(O)(O)O[C@H]1[C@H]([C@@H](O[C@@H]1CO)N1C(=O)NC(=O)C(=C1)C)OC#CC